2-(2,6-diethylphenyl)-3-(6-fluoro-7-methoxy-1H-indazol-4-yl)-4,5,6,7-tetrahydro-2H-pyrazolo[4,3-c]Pyridine hydrochloride Cl.C(C)C1=C(C(=CC=C1)CC)N1N=C2C(CNCC2)=C1C1=C2C=NNC2=C(C(=C1)F)OC